3-Methoxy-N,N-dimethyl-propionamide COCCC(=O)N(C)C